FC(C1OCC1)(F)F 2-(trifluoromethyl)oxetan